CC1N(CCC=2N=C(N=CC21)C2=NC=CC=C2)C(=O)OC(C)(C)C tert-butyl 5-methyl-2-(2-pyridyl)-7,8-dihydro-5H-pyrido[4,3-d]pyrimidine-6-carboxylate